2-({3-[2-(1-cyclohexen-1-yl)ethyl]-6,7-dimethoxy-4-oxo-3,4-dihydro-2-quinazolinyl}-sulfanyl)-N-(4-ethylphenyl)butanamide C1(=CCCCC1)CCN1C(=NC2=CC(=C(C=C2C1=O)OC)OC)SC(C(=O)NC1=CC=C(C=C1)CC)CC